2,3,8,8-tetramethyl-1,2,3,4,5,6,7,8-octahydro-2-naphthalenylmethylketone CC1(CC=2C(CCCC2CC1C)(C)C)CC(=O)CC1(CC=2C(CCCC2CC1C)(C)C)C